NC=1C=C(C(=O)NC=2C=C(C=CC2O)C(C)(C)C2=CC(=C(C=C2)O)NC(C2=CC(=CC=C2)N)=O)C=CC1 bis[3-(3-aminobenzamido)-4-hydroxyphenyl]propane